2-chloro-N-(2-hydroxy-2-(4-(trifluoromethyl)phenyl)ethyl)acetamide ClCC(=O)NCC(C1=CC=C(C=C1)C(F)(F)F)O